trans-tert-butyl (4-(((6-chloroquinolin-2-yl)methyl)carbamoyl)cyclohexyl)carbamate ClC=1C=C2C=CC(=NC2=CC1)CNC(=O)[C@@H]1CC[C@H](CC1)NC(OC(C)(C)C)=O